C(C)N(CCC1=CNC2=CC=C(C(=C12)OC)C)C N-ethyl-2-(4-methoxy-5-methyl-1H-indol-3-yl)-N-methylethan-1-amine